C(C1=CC=CC=C1)OC[C@H]1OC2CC2N(C1)C(=O)OC(C)(C)C tert-butyl (3S)-3-(benzyloxymethyl)-2-oxa-5-azabicyclo[4.1.0]heptane-5-carboxylate